[In].[Bi] Bismuth-indium